magnesium bistrifluoromethane FC(F)F.FC(F)F.[Mg]